OC1=CC=C2C=C(C=NC2=N1)N1C[C@H]([C@H](C1)C)NC(OC(C)(C)C)=O tert-butyl N-[(3S,4S)-1-(7-hydroxy-1,8-naphthyridin-3-yl)-4-methylpyrrolidin-3-yl]carbamate